CN(CCN(C1=CC=C(C=C1)NC=1N=CC2=C(N1)N=C(C=C2C#C[Si](C(C)C)(C(C)C)C(C)C)NC(C)=O)C)C N-{2-[(4-{[2-(dimethylamino)ethyl](methyl)amino}phenyl)amino]-5-[2-(triisopropylsilyl)ethynyl]pyrido[2,3-d]pyrimidin-7-yl}acetamide